methyl 5-chlorobenzoate ClC=1C=CC=C(C(=O)OC)C1